N-(5-((2-(8-oxa-5-azaspiro[3.5]nonan-5-yl)ethyl)carbamoyl)-2-methylpyridin-3-yl)-2-(5,6-dihydro-4H-pyrrolo[1,2-b]pyrazol-3-yl)pyrazolo[5,1-b]thiazole-7-carboxamide C1CCC12N(CCOC2)CCNC(=O)C=2C=C(C(=NC2)C)NC(=O)C=2C=NN1C2SC(=C1)C1=C2N(N=C1)CCC2